[N+](=[N-])=C1CC=C(C(=O)NCCNC(C2=CCC(C=C2)=[N+]=[N-])=O)C=C1 bis(p-diazobenzoyl)-ethylenediamine